BrC1=CC=C(C=C1)[C@@H]1N(C(OC1)(C)C)C(=O)OC(C)(C)C tert-butyl (4S)-4-(4-bromophenyl)-2,2-dimethyl-oxazolidine-3-carboxylate